N1-(2-Aminophenyl)-N8-phenyl-octanediamide NC1=C(C=CC=C1)NC(CCCCCCC(=O)NC1=CC=CC=C1)=O